C(C)(C)C1=CC(=NC=C1)C1=NSC(=N1)NC1=NC=CC=C1N(C(=O)C1CC1)C N-(2-(3-(4-isopropylpyridin-2-yl)-1,2,4-thiadiazol-5-ylamino)pyridin-3-yl)-N-methylcyclopropanecarboxamide